3-methyl-4-((2-morpholinopyrimidin-5-yl)oxy)aniline CC=1C=C(N)C=CC1OC=1C=NC(=NC1)N1CCOCC1